BrC[C@@]12C(=O)CC[C@H]1[C@@H]1CCC3=CC(=O)CC[C@]3(C)[C@H]1CC2 bromoandrostenedione